FC([S@@](=O)(=N)C1=C(C(=O)NCC2=NC=C3C=CC(=NC3=C2)C2=NC(=CC=C2)N2C[C@@H](O[C@@H](C2)C)C)C=CC=C1)F ((R)-S-(difluoromethyl)sulfonimidoyl)-N-((2-(6-((2S,6R)-2,6-dimethylmorpholino)pyridin-2-yl)-1,6-naphthyridin-7-yl)methyl)benzamide